FC=1C=C(N)C=CC1B1OC(C(O1)(C)C)(C)C 3-fluoro-4-(4,4,5,5-tetramethyl-1,3,2-dioxaborol-2-yl)aniline